COC=O.CSC(N)=N S-methyl-isothiourea methyl-formate